C(C)C=1C=NN2C1N=C(C=C2NCC=2C=CC(NC2)=O)N2[C@@H](CCCC2)CCO 5-[[[3-ethyl-5-[(2S)-2-(2-hydroxyethyl)-1-piperidyl]pyrazolo[1,5-a]pyrimidin-7-yl]amino]methyl]pyridin-2-one